1,2-diacetoxy-4-tert-butyl-6-methylbenzene C(C)(=O)OC1=C(C=C(C=C1C)C(C)(C)C)OC(C)=O